Cl.CNC[C@H]1OCC2=C(C=CC=C12)C=1C=NC=CC1 (S)-N-Methyl-1-(4-(pyridin-3-yl)-1,3-dihydroisobenzofuran-1-yl)methanamine hydrochloride salt